N1=CC(=CC=C1)C[C@H](N)C(=O)O 3-(3-pyridinyl)-L-alanine